CC=1OC2=C(C1C(=O)OCC)C=C(C=C2)C(C)C2=CC=CC=C2 ethyl 2-methyl-5-(1-phenylethyl)benzofuran-3-carboxylate